2-(difluoroethyl)-N-(1,1-dimethyl-3-propyl-indan-4-yl)pyridine-3-carboxamide FC(CC1=NC=CC=C1C(=O)NC1=C2C(CC(C2=CC=C1)(C)C)CCC)F